6-{(S)-2-[2-(benzo[d]isoxazol-3-yl)phenyl]-2-[((S)-tert-butylsulfinyl)amino]ethyl}-N-methylpyridine-2-carboxamide O1N=C(C2=C1C=CC=C2)C2=C(C=CC=C2)[C@H](CC2=CC=CC(=N2)C(=O)NC)N[S@@](=O)C(C)(C)C